(2S,2'S)-3,3'-((((3-fluoro-5-methoxybenzyl)azanediyl)bis(ethane-2,1-diyl))bis(1H-indole-1,6-diyl))bis(2-((R)-pyrrolidin-3-yl)propionic acid) FC=1C=C(CN(CCN2C=CC3=CC=C(C=C23)C[C@H](C(=O)O)[C@@H]2CNCC2)CCN2C=CC3=CC=C(C=C23)C[C@H](C(=O)O)[C@@H]2CNCC2)C=C(C1)OC